2,4-difluoro-5-nitro-benzoic acid methyl ester COC(C1=C(C=C(C(=C1)[N+](=O)[O-])F)F)=O